benzyltin C(C1=CC=CC=C1)[Sn]